4-hydroxycinnamic acid cerium [Ce].OC1=CC=C(C=CC(=O)O)C=C1